benzyl (3S,5S)-3-[[6-[4-(benzylsulfonylamino)-2,3-difluoro-phenyl]-8-isopropyl-7-oxo-pteridin-2-yl]amino]-5-fluoro-piperidine-1-carboxylate C(C1=CC=CC=C1)S(=O)(=O)NC1=C(C(=C(C=C1)C1=NC=2C=NC(=NC2N(C1=O)C(C)C)N[C@@H]1CN(C[C@H](C1)F)C(=O)OCC1=CC=CC=C1)F)F